IC=1N=CN(C1)CC1CC(C1)OC1CCN(CC1)C(=O)OC(C)(C)C tert-butyl 4-[3-[(4-iodoimidazol-1-yl)methyl]cyclobutoxy]piperidine-1-carboxylate